C(C)(C)S(=O)(=O)N1CCC2(CC(OC2=O)CCN2CCN(CC2)C2=CC=C(C=C2)C)CC1 8-(isopropyl-sulfonyl)-3-(2-(4-(p-tolyl)piperazin-1-yl)ethyl)-2-oxa-8-azaspiro[4.5]decan-1-one